6-Methyl-5-(4-pyridin-3-yl-pyrimidin-2-ylamino)-N-(4-pyrrolidin-3-yl-phenyl)-nicotinamide CC1=NC=C(C(=O)NC2=CC=C(C=C2)C2CNCC2)C=C1NC1=NC=CC(=N1)C=1C=NC=CC1